C(COCCOCCOCCOCC)(=O)[O-] 3,6,9,12-tetraoxatetradecanoate